N-dodecyl-piperidine C(CCCCCCCCCCC)N1CCCCC1